ClC1=CN(C2=CC=C(C=C12)CNCCC(=O)O)C1=NOC(=N1)C1=CC(=C(C=C1)OC(C)C)Cl 3-(((3-chloro-1-(5-(3-chloro-4-isopropoxyphenyl)-1,2,4-oxadiazol-3-yl)-1H-indol-5-yl)methyl)amino)propionic acid